2-oxoethyl acetate C(C)(=O)OCC=O